O1CCN(CCC1)[C@@H]1[C@H](CCC1)OC=1C=C2CN(C(C2=CC1)=O)C1C(NC(CC1)=O)=O 3-(5-(((1S,2S)-2-(1,4-oxazepan-4-yl)cyclopentyl)oxy)-1-oxoisoindolin-2-yl)piperidine-2,6-dione